CN1N=C(C=C1OC(CN(C)CC=1N(N=CC1C=1C=C2C(=NN(C2=CC1)C1OCCCC1)C#C)C)C)C 2-(2,5-dimethylpyrazol-3-yl)oxy-N-[[4-(3-ethynyl-1-tetrahydropyran-2-yl-indazol-5-yl)-2-methyl-pyrazol-3-yl]methyl]-N-methyl-propan-1-amine